3-(2,5-difluorophenyl)-5-((2-(3-fluorophenyl)-5H-imidazo[4,5-c]pyridin-5-yl)methyl)isoxazole FC1=C(C=C(C=C1)F)C1=NOC(=C1)CN1C=C2C(C=C1)=NC(=N2)C2=CC(=CC=C2)F